C(C)OC(C(C(=O)OCC)=CNC1=CC(=NN1C1=CC(=CC(=C1)Cl)Cl)C)=O 2-(((1-(3,5-Dichlorophenyl)-3-methyl-1H-pyrazol-5-yl)amino)methylene)malonic acid diethyl ester